CCC(CC)N1C=NC(=C1)C=O [1-(pentan-3-yl)-1H-imidazol-4-yl]methanone